hexahydro-1-(5-isoquinolinesulfonyl)-1H-1,4-diazepine hydrochloride hemihydrate O.Cl.C1=NC=CC=2C(=CC=CC12)S(=O)(=O)N1CCNCCC1.C1=NC=CC=2C(=CC=CC12)S(=O)(=O)N1CCNCCC1.Cl